FC(C(=O)O)(F)F.FC=1C=C(C=C(C1)N1N=NC(=C1)C1=CC=C(C=C1)F)CN (3-fluoro-5-(4-(4-fluorophenyl)-1H-1,2,3-triazol-1-yl)phenyl)methylamine trifluoroacetate